FC1=CC=C(C=C1)C1=NC(=CC(=C1)C(C)(C)NC(OCC1=CC=CC=C1)=O)OC1[C@@H]2CN(C[C@H]12)C(=O)C=1C=C(C=2N(C1)C=C(N2)C)C2=NOC=N2 benzyl (2-(2-(4-fluorophenyl)-6-(((1R,5S,6s)-3-(2-methyl-8-(1,2,4-oxadiazol-3-yl)imidazo[1,2-a]pyridine-6-carbonyl)-3-azabicyclo[3.1.0]hexan-6-yl)oxy)pyridin-4-yl)propan-2-yl)carbamate